C(C)N1N=C(C=C1)C=1C(=C(C=CC1)S)Cl 3-(1-Ethyl-1H-pyrazol-3-yl)-2-chloro-thiophenol